FC1=C(C=CC=C1S(=O)(=O)C)NC1=NC=C(C(=N1)C1=CNC2=C(C=CC=C12)NC([C@H](COC)N1CCN(CCC1)C)=O)C (S)-N-(3-(2-((2-fluoro-3-(methylsulfonyl)phenyl)amino)-5-methylpyrimidin-4-yl)-1H-indol-7-yl)-3-methoxy-2-(4-methyl-1,4-diazepan-1-yl)propionamide